NC1=NOC2=NC(=C(C=C21)C(=O)OCC)C Ethyl 3-amino-6-methylisoxazolo[5,4-b]pyridine-5-carboxylate